4-[(3-chloro-4-fluorophenyl)amino]-6-(1-ethyl-piperidin-4-yloxy)-7-methoxy-quinazoline ClC=1C=C(C=CC1F)NC1=NC=NC2=CC(=C(C=C12)OC1CCN(CC1)CC)OC